BrC=1C=CC(=C(C1)S(=O)(=O)N1CCC2(CC(CO2)NC[C@@H](COC=2C=C(C=CC2)S(=O)(=O)NC)O)CC1)Cl 3-((2S)-3-(8-(5-bromo-2-chlorophenylsulfonyl)-1-oxa-8-azaspiro[4.5]decan-3-ylamino)-2-hydroxypropoxy)-N-methylbenzenesulfonamide